4-(((3aS,7aR)-7a-fluoro-1-oxooctahydro-2H-pyrrolo[3,4-c]pyridin-2-yl)methyl)-3-methylbenzoic acid F[C@@]12[C@@H](CNCC1)CN(C2=O)CC2=C(C=C(C(=O)O)C=C2)C